ClC=1C(N(C(=CC1OCC1=NC=C(C=C1F)F)C1CC1)C1=CC(=NC=C1C)C=1N=C(SC1)C(C)(C)O)=O 3-Chloro-6-cyclopropyl-4-((3,5-difluoropyridin-2-yl)methoxy)-2'-(2-(2-hydroxypropan-2-yl)thiazole-4-yl)-5'-methyl-2H-[1,4'-bipyridine]-2-one